2-(4-cyclopropyl-6-methoxypyrimidin-5-yl)-4-(4-(1-ethyl-4-(trifluoromethyl)-1H-imidazol-2-yl)-3-fluorobenzyl)-5-methyl-4,5,6,7-tetrahydropyrazolo[1,5-a]pyrimidine C1(CC1)C1=NC=NC(=C1C1=NN2C(N(C(CC2)C)CC2=CC(=C(C=C2)C=2N(C=C(N2)C(F)(F)F)CC)F)=C1)OC